C(C)(C)(C)OC(=O)NC(C(=O)OCC)CP(=O)(OCC)OCC Ethyl 2-((tert-butoxycarbonyl)amino)-3-(diethoxyphosphoryl)propanoate